CS(=O)(=O)\C=C/[C@@H](CC)N (R,Z)-1-(methylsulfonyl)pent-1-en-3-amine